C1(=CC=CC=C1)P(C=1C=C(C=CC1)S(=O)(=O)O)C1=CC=CC=C1.C(C)N(CC)CC triethylamine 3-diphenylphosphinobenzenesulfonate